FC=1C=C(C=C(C1)F)[C@H]1CCC=2N1C=C(N2)NC([C@H](C)N2C[C@@H](C(CC2)(F)F)C2=CC=[N+](C=C2)[O-])=O 4-((S)-1-((S)-1-(((R)-5-(3,5-difluorophenyl)-6,7-dihydro-5H-pyrrolo[1,2-a]imidazol-2-yl)amino)-1-oxopropan-2-yl)-4,4-difluoropiperidin-3-yl)pyridine 1-oxide